(S)-cyclobutyl(6-(2-methyl-2H-pyrazolo[3,4-b]pyridin-5-yl)-4-(1-methyl-1H-pyrazol-5-yl)thieno[2,3-b]pyridin-2-yl)methanol C1(CCC1)[C@H](O)C1=CC=2C(=NC(=CC2C2=CC=NN2C)C2=CC=3C(N=C2)=NN(C3)C)S1